4-((2S,4r,6S)-2-cyano-7-((5-methoxy-7-methyl-1H-indol-4-yl)methyl)-7-azaspiro[3.5]nonan-6-yl)-N-((2-oxo-1,2-dihydropyridin-4-yl)methyl)benzamide C(#N)C1CC2(C1)C[C@H](N(CC2)CC2=C1C=CNC1=C(C=C2OC)C)C2=CC=C(C(=O)NCC1=CC(NC=C1)=O)C=C2